4-bromo-5-methyl-1-(methyl-d3)-1H-pyrazole-3-carboxylic acid BrC=1C(=NN(C1C)C([2H])([2H])[2H])C(=O)O